Cobalt Phosphite P([O-])([O-])[O-].[Co+3]